BrC=1C(=NC(=NC1)NC1=C(C=C(C(=C1)C=1C=NN(C1)CC)N1CCC(CC1)N1CCN(CC1)C)OC)NC1=CC=C(C(=C1P(C)(C)=O)C)C (6-((5-Bromo-2-((5-(1-ethyl-1h-pyrazol-4-yl)-2-methoxy-4-(4-(4-methylpiperazine-1-yl)piperidin-1-yl)phenyl)amino)pyrimidine-4-yl)amino)-2,3-dimethylphenyl)dimethylphosphine oxide